[3-[(1R)-1-[[5-[3-(dimethylamino)azetidin-1-yl]-2-methyl-benzoyl]amino]ethyl]-5-isopropoxy-phenyl]-N,1-dimethyl-pyrrole-2-carboxamide CN(C1CN(C1)C=1C=CC(=C(C(=O)N[C@H](C)C=2C=C(C=C(C2)OC(C)C)C2=C(N(C=C2)C)C(=O)NC)C1)C)C